O.S(=O)(=O)([O-])[O-].[Ca+2].[Ca+2].S(=O)(=O)([O-])[O-] calcium sulfate, Hemihydrate